[N-]=[N+]=[N-].[N-]=[N+]=[N-].C1(C=CC(C2=CC=CC=C12)=O)=O naphthoquinone diazid